[N+](=O)([O-])C1=CC(CC23C(=CN=C12)C=CC=C3)=O 4-nitrobenzo[c]indol-2(1H)-one